acrylic acid methoxy ester COOC(C=C)=O